C(C)(C)(C)C1C=2N(CCC1)N=C(C2)CO (4-(tert-butyl)-4,5,6,7-tetrahydropyrazolo[1,5-a]pyridin-2-yl)methanol